1-(2,2-difluorocyclopropyl)-5-methyl-4-(4,4,5,5-tetramethyl-1,3,2-dioxaborolan-2-yl)pyrazole FC1(C(C1)N1N=CC(=C1C)B1OC(C(O1)(C)C)(C)C)F